ethyl-2,5-bis(5-tert-butyl-benzooxazol-2-yl)thiophene BUTYLOCTYL-SALICYLATE C(CCC)C1=C(C(C(=O)O)=CC=C1)OCCCCCCCC.C(C)C1=C(SC(=C1)C=1OC2=C(N1)C=C(C=C2)C(C)(C)C)C=2OC1=C(N2)C=C(C=C1)C(C)(C)C